1-(tert-butoxycarbonyl)-4-oxopyridine-2-carboxylic acid C(C)(C)(C)OC(=O)N1C(=CC(C=C1)=O)C(=O)O